3-(2-(4-((2-methoxyethoxy)methoxy)-3-(methylsulfonamido)phenyl)-1-oxo-1,2,3,4-tetrahydroisoquinolin-6-yl)-5-(trifluoromethyl)benzamide COCCOCOC1=C(C=C(C=C1)N1C(C2=CC=C(C=C2CC1)C=1C=C(C(=O)N)C=C(C1)C(F)(F)F)=O)NS(=O)(=O)C